BrC=1C=C(C=NC1C)C(=O)OC methyl 5-bromo-6-methyl-3-pyridinecarboxylate